(R)-N-((S)-1'-(1-(2,3-dichlorophenyl)-2-methyl-6-oxo-1,6-dihydropyrimidin-4-yl)-5-((trimethylsilyl)ethynyl)-1,3-dihydrospiro[inden-2,4'-piperidin]-3-yl)-2-methylpropan-2-sulfinamide ClC1=C(C=CC=C1Cl)N1C(=NC(=CC1=O)N1CCC2(CC1)CC1=CC=C(C=C1[C@H]2N[S@](=O)C(C)(C)C)C#C[Si](C)(C)C)C